(6-(4-((4-(1H-pyrazol-4-yl)phenyl)-amino)-pyrimidin-2-yl)-1H-indol-2-yl)(3-methoxy-azetidin-1-yl)methanone N1N=CC(=C1)C1=CC=C(C=C1)NC1=NC(=NC=C1)C1=CC=C2C=C(NC2=C1)C(=O)N1CC(C1)OC